C(CCCCCCCCC)OC(CCCCCCC(=O)[O-])=O decyloctanedioate